CC1=CC=CC2=C1C(=CCCC2)B2OC(C(O2)(C)C)(C)C Methyl-9-(4,4,5,5-tetramethyl-1,3,2-dioxaborolan-2-yl)-6,7-dihydro-5H-benzo[7]annulene